N-((2-(6-((cis)-2,6-dimethylmorpholino)-4-fluoropyridin-2-yl)-1,6-naphthyridin-7-yl)methyl)-3,4-dihydro-2H-benzo[e][1,2]thiazine-7-carboxamide 1,1-dioxide C[C@@H]1O[C@@H](CN(C1)C1=CC(=CC(=N1)C1=NC2=CC(=NC=C2C=C1)CNC(=O)C1=CC2=C(CCNS2(=O)=O)C=C1)F)C